C(C=C)(=O)N1[C@H](CN(CC1)C1=NC(=NC=2C([C@]3(CCC12)CC1=CC=CC=C1C(C3)C)=O)OC[C@H]3N(CCC3)C)CC#N 2-((S)-1-acryloyl-4-((S)-4-methyl-2'-(((S)-1-methylpyrrolidin-2-yl)methoxy)-8'-oxo-3,4,5',8'-tetrahydro-1H,6'H-spiro[naphthalene-2,7'-quinazolin]-4'-yl)piperazin-2-yl)acetonitrile